ethyl 1-((((2R,3S)-3-(3,3-difluorobutyl)-2-fluoro-5-(3-fluorophenyl)-7-(methylthio)-1,1-dioxido-2,3,4,5-tetrahydrobenzo[b][1,4]thiazepin-8-yl)oxy)methyl)cyclopropane-1-carboxylate FC(CC[C@H]1CN(C2=C(S([C@H]1F)(=O)=O)C=C(C(=C2)SC)OCC2(CC2)C(=O)OCC)C2=CC(=CC=C2)F)(C)F